FC1(CCN(CC1)C1=NC(=CC(=N1)C1=NN=C(O1)C1=C(C=C(C=C1)NS(=O)(=O)[C@@H](CO)C)N1CCC2(CC2)CC1)C)F (R)-N-(4-(5-(2-(4,4-difluoropiperidin-1-yl)-6-methylpyrimidin-4-yl)-1,3,4-oxadiazol-2-yl)-3-(6-azaspiro[2.5]oct-6-yl)phenyl)-1-hydroxypropane-2-sulfonamide